N1(CCCC1)[C@H]1CN(CC1)C1=CC=C(C=C1)N1C=NC(=C1)NC=1N=CC(=NC1)C#N (R)-5-((1-(4-([1,3'-Bipyrrolidin]-1'-yl)phenyl)-1H-imidazol-4-yl)amino)pyrazine-2-carbonitrile